(5-((6-((S)-3-benzylisooxazolidin-2-yl)pyrimidin-4-yl)amino)-2-(4-cyclopentylpiperazin-1-yl)-4-methoxyphenyl)acrylamide C(C1=CC=CC=C1)[C@@H]1N(OCC1)C1=CC(=NC=N1)NC=1C(=CC(=C(C1)C(C(=O)N)=C)N1CCN(CC1)C1CCCC1)OC